(2S)-3-(4-bromophenyl)-2-[(3R)-1-tert-butoxycarbonylpyrrolidin-3-yl]propanoic acid BrC1=CC=C(C=C1)C[C@H](C(=O)O)[C@@H]1CN(CC1)C(=O)OC(C)(C)C